C(C)OC(C(CC(SC#N)C1=CC=CC=C1)(F)F)=O 2,2-difluoro-4-phenyl-4-thiocyanatobutanoic acid ethyl ester